NC(CNCC=1C(=CC(=NC1)C(=O)NC1=C(C(=CC=C1)C1=NC=CC(=C1Cl)C1=NC(=C(C=C1)CNC[C@@H]1NC(CC1)=O)OC)Cl)OC)=O (R)-5-(((2-amino-2-oxoethyl)amino)methyl)-N-(2-chloro-3-(3'-chloro-6-methoxy-5-((((5-oxopyrrolidin-2-yl)methyl)amino)methyl)-[2,4'-bipyridin]-2'-yl)phenyl)-4-methoxypicolinamide